(E)-2-(2-(2-phenyl-1,3-dithian-2-yl)vinyl)-1H-pyrrole C1(=CC=CC=C1)C1(SCCCS1)/C=C/C=1NC=CC1